(1-cyclopropylpiperidin-3-yl)acetamide 2,2,2-trifluoroacetate FC(C(=O)O)(F)F.C1(CC1)N1CC(CCC1)CC(=O)N